tert-butyl (3R,4S)-3-((5-amino-3-bromo-4-cyanopyridin-2-yl)amino)-4-hydroxypiperidine-1-carboxylate NC=1C(=C(C(=NC1)N[C@@H]1CN(CC[C@@H]1O)C(=O)OC(C)(C)C)Br)C#N